(1S,3R,4S)-N-((R)-1-cyano-2-((S)-2-oxopyrrolidin-3-yl)ethyl)-5,5-difluoro-2-((2,2,2-trifluoroacetyl)-D-leucyl)-2-azabicyclo[2.2.2]octane-3-carboxamide C(#N)[C@@H](C[C@H]1C(NCC1)=O)NC(=O)[C@@H]1N([C@@H]2CC([C@H]1CC2)(F)F)C([C@H](NC(C(F)(F)F)=O)CC(C)C)=O